C(C=C)OCCCCCCCCCC(CC)O.[NH4+] ammonium allyloxynonylpropanol